2-(4-chloro-2,3-dihydro-1H-inden-2-yl)acetaldehyde ClC1=C2CC(CC2=CC=C1)CC=O